C1(=CC=CC=C1)N1C=C(C2=CC=CC=C12)C1CC=CC2=CC=CC=C12 1-(1-phenyl-1H-indol-3-yl)-1,2-dihydronaphthalen